FC1(CN(C1)C(=O)[C@@H]1[C@H](COC1)C1=C(C2=C(NC(=N2)[C@@H](NS(=O)(=O)C=2N(N=CC2)CC)C2CCC(CC2)C(F)(F)F)C=C1)F)F |&1:7,8| N-[(S)-{5-[(3SR,4RS)-4-(3,3-Difluoroazetidine-1-carbonyl)tetrahydrofuran-3-yl]-4-fluoro-1H-benzimidazol-2-yl}[4-(trifluoromethyl)cyclohexyl]methyl]-2-ethyl-2H-pyrazole-3-sulfonamide